1-hydroxy-N-(5-{1-[4-(trifluoromethyl)phenyl]-1H-pyrazol-4-yl}-1H-indol-3-yl)cyclobutane-1-carboxamide OC1(CCC1)C(=O)NC1=CNC2=CC=C(C=C12)C=1C=NN(C1)C1=CC=C(C=C1)C(F)(F)F